2-(3-amino-4-mercaptophenyl)-5-methylpiperidine NC=1C=C(C=CC1S)C1NCC(CC1)C